O=C([C@H](O)C(CO)(O)CO)[O-] apionate